P(O[C@H](COCC1=C(C=CC=C1)C)CC1=C(C=CC=C1)C1=C(C(=C(C(=C1F)F)F)F)F)([O-])(=O)N (S)-Pentafluorophenyl-phenyl-(1-(2-methylbenzyloxy) propan-2-yl) phosphoramidate